C1(=CC=CC=C1)N(C(COC=1C=C(C=CC1)C)=O)CC=1SC=CC1 N-phenyl-N-(thiophen-2-ylmethyl)-2-(m-tolyloxy)acetamide